COC=1C=C2C=CC=C(C2=CC1)C(=CO)C 2-(6-methoxynaphthyl)propenol